C(CCC)SC1=C(C=C(C=C1OC)CCNCC1=C(C=CC=C1)OC)OC 2-(4-(butylsulfanyl)-3,5-dimethoxyphenyl)-N-(2-methoxybenzyl)ethylamine